F[C@@H]1[C@@H](CN(CC1)C1=NC=CC(=N1)NC=1N=CC2=C(C=CC(=C2C1)C(C)C)N1CC(C1)CS(=O)(=O)C)O (3R,4S)-4-fluoro-1-[4-({8-[3-(methanesulfonyl-methyl)azetidin-1-yl]-5-(propan-2-yl)isoquinolin-3-yl}amino)pyrimidin-2-yl]piperidin-3-ol